FC1(CNCCC1C=1C=C2C(=C(NC2=CC1)C1=CC(=NC(=C1)C)C)C(C)C)F 5-(3,3-difluoropiperidin-4-yl)-2-(2,6-dimethylpyridin-4-yl)-3-isopropyl-1H-indole